F[B-](F)(F)F.C1=CC=CC1.C1=CC=CC1 (dicyclopentadiene) tetrafluoroborate